ClC=1C(=C(C=CC1)NC=1C2=C(N=CN1)C=CC(=N2)N2CC1(C2)N(CCC1)C(=O)OC(C)(C)C)F tert-Butyl 2-(4-((3-chloro-2-fluorophenyl)amino)pyrido[3,2-d]pyrimidin-6-yl)-2,5-diazaspiro[3.4]octane-5-carboxylate